ClC=1C(=C(C=CC1Cl)NC1=NC=NC2=CC(=C(C=C12)[N+](=O)[O-])C#CC1(CNCC1)C)F N-(3,4-dichloro-2-fluorophenyl)-7-((3-methylpyrrolidin-3-yl)ethynyl)-6-nitroquinazolin-4-amine